ClCCC(C(=O)NN)C1=C(C=CC=C1)F 4-chloro-2-(2-fluorophenyl)butyryl-hydrazine